ClC1=C(C=CC=C1)CC(=O)NC1=CC(=CC(=C1)B1OC(C(O1)(C)C)(C)C)S(NCC1=C(C=C(C=C1)OC)OC)(=O)=O 2-(2-chlorophenyl)-N-(3-(N-(2,4-dimethoxybenzyl)sulfamoyl)-5-(4,4,5,5-tetramethyl-1,3,2-dioxaborolan-2-yl)phenyl)acetamide